5-(4-bromo-2-methylphenyl)-4-oxo-4,5,6,7-tetrahydropyrazolo[1,5-a]pyrazine-2-carboxylic acid chloride BrC1=CC(=C(C=C1)N1C(C=2N(CC1)N=C(C2)C(=O)Cl)=O)C